tert-butyl 2-(7-vinylquinazolin-1-yl)-2,7-diazaspiro[3.5]nonane-7-carboxylate C(=C)C1=CC=C2C=NCN(C2=C1)N1CC2(C1)CCN(CC2)C(=O)OC(C)(C)C